6-methyl-N-{[4-(5-{[(1-methylpiperidin-4-yl)amino]methyl}-1-(2,2,2-trifluoroethyl)-1H-indol-2-yl)phenyl]methyl}pyridin-3-amine CC1=CC=C(C=N1)NCC1=CC=C(C=C1)C=1N(C2=CC=C(C=C2C1)CNC1CCN(CC1)C)CC(F)(F)F